C(C)(C)(CC(C)(C)C)S tertiary octyl mercaptan